COC1=C(C=NC(=C1)N1C=NC(=C1)CN1C[C@H](OCC1)C=1C(=C2COC(C2=CC1)=O)C)C#N (R)-4-methoxy-6-(4-((2-(4-methyl-1-oxo-1,3-dihydroisobenzofuran-5-yl)morpholino)methyl)-1H-imidazol-1-yl)pyridine-3-carbonitrile